tert-butyl 1-(2-(4-(tert-butoxycarbonyl)piperazin-1-yl)ethyl)-7-(3-(hydroxymethyl)-1,5-dimethyl-1H-pyrazol-4-yl)-3-(3-(naphthalen-1-yloxy)propyl)-1H-indole-2-carboxylate C(C)(C)(C)OC(=O)N1CCN(CC1)CCN1C(=C(C2=CC=CC(=C12)C=1C(=NN(C1C)C)CO)CCCOC1=CC=CC2=CC=CC=C12)C(=O)OC(C)(C)C